ClC=1C=NC(=C(C(=O)O)C1F)N1CCC(CCC1)(F)F 5-chloro-2-(4,4-difluoroazepan-1-yl)-4-fluoronicotinic acid